ClC1=C(C=CC(=N1)N)\C=C\C 6-chloro-5-[(E)-prop-1-enyl]pyridin-2-amine